ClC1=CC=C(C=C1)C(OC(CCC(=O)O)=O)C1=NC=CC=C1 4-((4-chlorophenyl)(pyridin-2-yl)methoxy)-4-oxobutanoic acid